BrC(C(=O)OCC)C1=C2C=CN=C(C2=CC(=C1)C)C ethyl 2-bromo-2-(1,7-dimethylisoquinolin-5-yl)acetate